ClC1=CC(=CC=C1)CN=C=O 1-chloro-3-(isocyanatomethyl)benzene